FC1CNCCNC1 6-fluoro-1,4-diazacycloheptane